C(C)C=1C(=CC(=NC1)NC=1SC=C(N1)C1=NC=C(C=C1)CC)C(F)(F)F N-(5-ethyl-4-(trifluoromethyl)pyridin-2-yl)-4-(5-ethylpyridin-2-yl)thiazol-2-amine